C1(CC1)C=1N=C(SC1)C(CNC(=O)C1=NOC(=C1)C1=C(C=C(C=C1)F)F)(C)C=1C=NN(C1)C N-[2-(4-cyclopropylthiazol-2-yl)-2-(1-methylpyrazol-4-yl)propyl]-5-(2,4-difluorophenyl)isoxazole-3-carboxamide